cyclopentanepropionate C1(CCCC1)CCC(=O)[O-]